2-(2-bromoethyl)-p-phenylenediamine BrCCC1=C(C=CC(=C1)N)N